ClC=1C=C(C=CC1OCC1=NC=CC=C1)NC1=NC=NC2=CC(=C(C=C12)NC1CCN(CC1)C(C=C)=O)OCCN(C)C 1-(4-((4-((3-chloro-4-(pyridin-2-ylmethoxy)phenyl)amino)-7-(2-(dimethylamino)ethoxy)quinazolin-6-yl)amino)piperidin-1-yl)prop-2-en-1-one